FC(C=1C=C2COC3(C2=CC1)CCCCC3)(F)F 5'-(trifluoromethyl)-3'H-spiro[cyclohexane-1,1'-isobenzofuran]